acetamidocyclohexanol C(C)(=O)NC1(CCCCC1)O